C(C)(C)(C)C=1SC2=C(N1)C(CC1(CCN(CC1)C(=O)C=1C=C3C(=NN(C3=C(C1)OC(C([2H])([2H])[2H])([2H])[2H])C)C)C2)=O 2-Tert-butyl-1'-{7-[(pentadeutero)ethyloxy]-1,3-dimethyl-1H-indazole-5-carbonyl}-5H-spiro[[1,3]benzothiazol-6,4'-piperidin]-4(7H)-one